N-((1H-indol-7-yl)methyl)-4-(5-chloro-2-((1-methyl-1H-pyrazol-5-yl)amino)pyrimidin-4-yl)oxazole-2-carboxamide N1C=CC2=CC=CC(=C12)CNC(=O)C=1OC=C(N1)C1=NC(=NC=C1Cl)NC1=CC=NN1C